[N+](=O)([O-])C1=C(C=CC=C1)[I+]C1=C(C=CC=C1)[N+](=O)[O-] bis(2-nitrophenyl)iodonium